(R)-benzyl 2,4-dimethyl-3-oxo-3,4-dihydropyrazine-1(2H)-carboxylate C[C@H]1N(C=CN(C1=O)C)C(=O)OCC1=CC=CC=C1